(1R,3R,5R)-N-((R)-cyclopropyl-(2-fluoro-4-(trifluoromethyl)phenyl)methyl)-2-azabicyclo[3.1.0]hexane-3-carboxamide C1(CC1)[C@@H](NC(=O)[C@@H]1N[C@@H]2C[C@@H]2C1)C1=C(C=C(C=C1)C(F)(F)F)F